4-((3-cyano-5-(1H-1,2,4-triazol-1-yl)benzyl)oxy)phenyl sulfurofluoridate S(OC1=CC=C(C=C1)OCC1=CC(=CC(=C1)N1N=CN=C1)C#N)(=O)(=O)F